ClC1=NC=C(C(=O)NC([2H])([2H])[2H])C(=C1)NC1=CN(C2=C1C(N(C=C2)C(C(F)(F)F)C)=O)CCOC 6-Chloro-4-((1-(2-methoxyethyl)-4-oxo-5-(1,1,1-trifluoropropan-2-yl)-4,5-dihydro-1H-pyrrolo[3,2-c]pyridin-3-yl)amino)-N-(methyl-d3)nicotinamide